3-hydroxypyridine-2-methanol OC=1C(=NC=CC1)CO